4-methylphthalic acid amide CC=1C=C(C(C(=O)N)=CC1)C(=O)O